1-(1-isobutoxyprop-1-en-2-yl)-3-(1-(3-methoxybutoxy)prop-1-en-2-yl)benzene C(C(C)C)OC=C(C)C1=CC(=CC=C1)C(=COCCC(C)OC)C